cyclopropyl-N-methoxy-N,5-dimethylisoxazole-4-carboxamide C1(CC1)C1=NOC(=C1C(=O)N(C)OC)C